1-ethyl-2-methyl-4-carboxypyridine bromide salt [Br-].C(C)N1C(C=C(C=C1)C(=O)O)C